FC(C1=NC(=NC=C1C1=NC(=NC(=C1)N1CCOCC1)N1CCOCC1)N)F 4'-(difluoromethyl)-2,6-dimorpholino-[4,5'-bipyrimidin]-2'-amine